4-bromo-N-ethyl-3-methyl-2-nitroaniline BrC1=C(C(=C(NCC)C=C1)[N+](=O)[O-])C